3-chloro-2'-(4-chloro-3-(2-hydroxypropane-2-yl)-1H-pyrazol-1-yl)-4-((3,5-Difluoropyridin-2-yl)methoxy-d2)-5',6-dimethyl-2H-[1,4'-bipyridyl]-2-one ClC=1C(N(C(=CC1OC([2H])([2H])C1=NC=C(C=C1F)F)C)C1=CC(=NC=C1C)N1N=C(C(=C1)Cl)C(C)(C)O)=O